C(C)[C@]1(C(OCC=2C(N3CC=4C(=NC=5C=C(C(=C6C5C4[C@H](CC6)NC(OCCl)=O)C)F)C3=CC21)=O)=O)O Chloromethyl ((1S,9S)-9-ethyl-5-fluoro-9-hydroxy-4-methyl-10,13-dioxo-2,3,9,10,13,15-hexahydro-1H,12H-benzo[de]pyrano[3',4':6,7]indolizino[1,2-b]quinolin-1-yl)carbamate